C(CCCCCCCCCCCCC\C=C/CCCCCCCC)(=O)O cis-15-Tetracosenoic Acid